N-hydroxy-N-(4-(phenylamino)benzyl)adamantane-1-carboxamide ethyl-{6-[(2S)-butan-2-yl]-2-methyl-5,8-dioxo-5,6,7,8-tetrahydro-4H-pyrazolo[1,5-a]pyrrolo[3,4-d]pyrimidin-4-yl}acetate C(C)OC(CN1C=2N(C(C3=C1C(N(C3)[C@@H](C)CC)=O)=O)N=C(C2)C)=O.ON(C(=O)C23CC1CC(CC(C2)C1)C3)CC3=CC=C(C=C3)NC3=CC=CC=C3